2-amino-5-oxo-6-(4-(pyrrolidin-1-ylmethyl)benzyl)-5,6-dihydropyridin NC1=NC(C(C=C1)=O)CC1=CC=C(C=C1)CN1CCCC1